BrC=1C=C2C=NN(C2=CC1F)CC(C)(O)C 1-(5-bromo-6-fluoro-indazol-1-yl)-2-methyl-propan-2-ol